C(CC)N(C=C)CCC N,N-dipropyl-N-vinylamine